CC=1C=CC=C2C(=CN=NC12)NC1=NC(=NC=C1)NC1=CC=C(C=C1)CC1CCNCC1 N4-(8-methylcinnolin-4-yl)-N2-(4-(piperidin-4-ylmethyl)phenyl)pyrimidine-2,4-diamine